6-(4-cyclopropyl-1H-pyrazol-5-yl)-N-[2-methyl-5-[[2-[(2S)-2-methylpyrrolidin-1-yl]acetyl]amino]-3-pyridyl]triazolo[1,5-a]pyridine-3-carboxamide C1(CC1)C=1C=NNC1C=1C=CC=2N(C1)N=NC2C(=O)NC=2C(=NC=C(C2)NC(CN2[C@H](CCC2)C)=O)C